methyl 3,6-dibromo-5-(trifluoromethyl)picolinate BrC=1C(=NC(=C(C1)C(F)(F)F)Br)C(=O)OC